tert-butyl-(3S)-4-((1-(3-(2,6-bis(benzyloxy)pyridin-3-yl)-1-methyl-1H-indazol-6-yl)-3,3-difluoropiperidin-4-yl)methyl)-3-methylpiperazine-1-carboxylate C(C)(C)(C)OC(=O)N1C[C@@H](N(CC1)CC1C(CN(CC1)C1=CC=C2C(=NN(C2=C1)C)C=1C(=NC(=CC1)OCC1=CC=CC=C1)OCC1=CC=CC=C1)(F)F)C